C1(C(=CCCC1)C(=O)OCC=C)C(=O)OCC=C diallyl 2-cyclohexene-1,2-dicarboxylate